(4-(Thiazol-2-yl)thiophen-3-yl)carbamic acid tert-butyl ester C(C)(C)(C)OC(NC1=CSC=C1C=1SC=CN1)=O